ClC1=C(C=2N=C(N=C(C2C=N1)N1C[C@H]2CC[C@@H](C1)N2C(=O)OC(C)(C)C)OC[C@]2(N(C[C@@H](C2)F)C)C)F tert-butyl (1R,5S)-3-(7-chloro-8-fluoro-2-(((2S,4R)-4-fluoro-1,2-dimethylpyrrolidin-2-yl)methoxy)pyrido[4,3-d]pyrimidin-4-yl)-3,8-diazabicyclo[3.2.1]octane-8-carboxylate